3-(1-hydroxy-1,3-dihydrobenzo[c][1,2]oxaborol-5-yl)-3-(4-(trifluoro-methoxy)phenyl)-7-(trifluoromethyl)indolin-2-one OB1OCC2=C1C=CC(=C2)C2(C(NC1=C(C=CC=C21)C(F)(F)F)=O)C2=CC=C(C=C2)OC(F)(F)F